3-[2-(6-morpholino-3-pyridyl)phenyl]pyridine-2,6-diamine O1CCN(CC1)C1=CC=C(C=N1)C1=C(C=CC=C1)C=1C(=NC(=CC1)N)N